C(C1=CC=CC=C1)NC(N(C1=NC=C(C=C1)C=1C=NN(C1)C)[C@@H]1CC[C@H](CC1)NC1=NC=C(C=C1)C#N)=O 3-benzyl-1-(trans-4-((5-cyanopyridin-2-yl)amino)cyclohexyl)-1-(5-(1-methyl-1H-pyrazol-4-yl)pyridin-2-yl)urea